(S)-2-((2S,3S)-2-((S)-2-Acetamido-3-(4-hydroxyphenyl)propanamido)-3-methylpentanamido)-5,5-dimethylhexanoic acid C(C)(=O)N[C@H](C(=O)N[C@H](C(=O)N[C@H](C(=O)O)CCC(C)(C)C)[C@H](CC)C)CC1=CC=C(C=C1)O